bis(2,4-di-tert-butylphenyl) bisphosphite P(OC1=C(C=C(C=C1)C(C)(C)C)C(C)(C)C)([O-])[O-].P(OC1=C(C=C(C=C1)C(C)(C)C)C(C)(C)C)([O-])[O-]